OC[C@H](C1=CC=CC=C1)NC1=NC(=NC=C1C=1OC(=NN1)C(C)(C)O)NC=1C=C2C(N(C(C2=CC1)=O)CCC)(C)C (S)-5-((4-((2-hydroxy-1-phenylethyl)amino)-5-(5-(2-hydroxypropan-2-yl)-1,3,4-oxadiazol-2-yl)pyrimidin-2-yl)amino)-3,3-dimethyl-2-propylisoindolin-1-one